4-(4H-1,2,4-triazol-3-yl)piperidine N=1N=C(NC1)C1CCNCC1